3-methyl-N-[(4-methylphenyl)acetyl]-L-valyl-(4R)-N-{(1S)-1-cyano-2-[(3S)-2-oxopyrrolidine-3-yl]Ethyl}-4-(trifluoromethyl)-L-prolinamide CC([C@H](NC(CC1=CC=C(C=C1)C)=O)C(=O)N1[C@@H](C[C@H](C1)C(F)(F)F)C(=O)N[C@@H](C[C@H]1C(NCC1)=O)C#N)(C)C